(R)-4-(3-(((benzyloxy) carbonyl) amino) pyrrolidin-1-yl)-5,6-dihydroquinazolin-7-yl triflate O(S(=O)(=O)C(F)(F)F)C=1CCC=2C(=NC=NC2C1)N1C[C@@H](CC1)NC(=O)OCC1=CC=CC=C1